OC1=C(C=CC(=C1)C(F)(F)F)C=1C(=NC=2C(N1)=NN(C2)[C@H]2CCC(N(C2)C)=O)C (s)-5-(6-(2-hydroxy-4-(trifluoromethyl)phenyl)-5-methyl-2H-pyrazolo[3,4-b]pyrazin-2-yl)-1-methylpiperidin-2-one